NCC1C[C@H](OC1)C(=O)N1[C@H](C2=CC=CC=C2CC1)C1=CC=C(C=C1)F ((2S)-4-(aminomethyl)tetrahydrofuran-2-yl)((S)-1-(4-fluorophenyl)-3,4-dihydroisoquinolin-2(1H)-yl)methanone